4-fluoro-N-{[6-fluoro-5-(propan-2-yl)pyridin-2-yl](phenyl)methyl}-1-[2-(5-methyl-6-oxo-1,6-dihydropyridin-3-yl)acetyl]pyrrolidine-2-carboxamide FC1CC(N(C1)C(CC1=CNC(C(=C1)C)=O)=O)C(=O)NC(C1=CC=CC=C1)C1=NC(=C(C=C1)C(C)C)F